N-(3,3-dimethyl-7-morpholino-2,4-dihydro-1,4-benzoxazin-6-yl)pyrazolo[1,5-a]pyrimidine-3-carboxamide CC1(COC2=C(N1)C=C(C(=C2)N2CCOCC2)NC(=O)C=2C=NN1C2N=CC=C1)C